zinc alpha-octyl-alpha-phenyl-phenylacetate C(CCCCCCC)C(C(=O)[O-])(C1=CC=CC=C1)C1=CC=CC=C1.[Zn+2].C(CCCCCCC)C(C(=O)[O-])(C1=CC=CC=C1)C1=CC=CC=C1